C(C)(=O)C=1C=NC=CC1 3-acetylpyridine